4-((((1R,4r)-4-methoxycyclohexyl)methyl)amino)-3-nitrobenzenesulfonamide COC1CCC(CC1)CNC1=C(C=C(C=C1)S(=O)(=O)N)[N+](=O)[O-]